4'-((bis(2-hydroxyethyl)amino)methyl)-N-((4,6-dimethyl-2-oxo-1,2-dihydropyridin-3-yl)methyl)-5-(ethyl-(tetrahydro-2H-pyran-4-yl)amino)-4-methyl-[1,1'-biphenyl]-3-carboxamide TFA salt OC(=O)C(F)(F)F.OCCN(CCO)CC1=CC=C(C=C1)C1=CC(=C(C(=C1)N(C1CCOCC1)CC)C)C(=O)NCC=1C(NC(=CC1C)C)=O